C(C=C)(=O)N1[C@H](CN(CC1)C1=NC(=NC=2CC(CCC12)N1CCCC2=CC=CC=C12)NCCCC(=O)N(C)C)CC#N 4-((4-((S)-4-Acryloyl-3-(cyanomethyl)piperazin-1-yl)-7-(3,4-dihydroquinolin-1(2H)-yl)-5,6,7,8-tetrahydroquinazolin-2-yl)amino)-N,N-dimethylbutanamide